2,4,5-trifluoro-benzylamine FC1=C(CN)C=C(C(=C1)F)F